BrC(COC)C=1C=CC2=C(N=C(O2)[C@H](C2CCC(CC2)(F)F)NC(OC(C)(C)C)=O)C1F Tert-butyl ((1S)-(5-(1-bromo-2-methoxyethyl)-4-fluorobenzo[d]oxazol-2-yl)(4,4-difluorocyclohexyl)methyl)carbamate